N-((1S,3r)-3-(4-(2-fluorophenyl)-5-(pyridin-2-yl)-4H-1,2,4-triazol-3-yl)cyclobutyl)-1,6-naphthyridine-2-carboxamide FC1=C(C=CC=C1)N1C(=NN=C1C1=NC=CC=C1)C1CC(C1)NC(=O)C1=NC2=CC=NC=C2C=C1